C1(=CC=CC=C1)C=1C=C2C=3C=C(C=CC3N(C2=CC1)C1=CC=2N(C3=CC=CC=C3C2C=C1)C1=CC=CC=C1)C=1C=CC=2N(C3=CC=CC=C3C2C1)C1=CC=CC=C1 6',9,9''-triphenyl-9H,9''H-2,9':3',3''-tercarbazole